4-[(6-chloro-3-pyridylmethyl)(2,2-difluoroethyl)amino]furan ClC1=CC=C(C=N1)CN(C=1C=COC1)CC(F)F